C(C)N1N=CC(=C1)C(=O)NCC1=NC(=NO1)C1=C(C2=C(S1)C(=CC=C2)N[C@H]2[C@H](CN(CC2)C(=O)OC(C)(C)C)F)CC(F)(F)F tert-butyl (3S,4R)-4-((2-(5-((1-ethyl-1H-pyrazole-4-carboxamido)methyl)-1,2,4-oxadiazol-3-yl)-3-(2,2,2-trifluoroethyl)benzo[b]thiophen-7-yl)amino)-3-fluoropiperidine-1-carboxylate